[N+]=1(NN=NC1C(=O)N)C(=O)N 1-tetrazolium-diamide